3-((t-butoxycarbonyl)amino)adipic acid C(C)(C)(C)OC(=O)NC(CC(=O)O)CCC(=O)O